citric acid triaminotoluene salt NC(C1=CC=CC=C1)(N)N.C(CC(O)(C(=O)O)CC(=O)O)(=O)O